2-chloro-4-(3-(1-cyclopropyl-1H-pyrazol-4-yl)-7,8-dihydro-1,6-naphthyridin-6(5H)-yl)-6-methyl-quinazoline ClC1=NC2=CC=C(C=C2C(=N1)N1CC=2C=C(C=NC2CC1)C=1C=NN(C1)C1CC1)C